FC(C(=O)O)(F)F.C1(CC1)CN(S(=O)(=O)N)C1CC2(CNC2)C1 N-(cyclopropylmethyl)-N-(2-azaspiro[3.3]heptane-6-yl)sulfamide trifluoroacetate